C1(CC1)C1=C(C(=NO1)C1=C(C=CC=C1Cl)Cl)CCN1C2CN(C(C1)C2)C2=CC=C1C(=CN(C1=C2)C)C(=O)O 6-(5-(2-(5-cyclopropyl-3-(2,6-dichlorophenyl)isoxazol-4-yl)ethyl)-2,5-diazabicyclo[2.2.1]heptan-2-yl)-1-methyl-1H-indole-3-carboxylic acid